7-(2,6-Difluoro-3,5-dimethoxy-phenyl)-9-ethyl-8-oxo-6,7,8,9-tetrahydro-3,4,7,9-tetraaza-cyclopenta[a]naphthalene-3-sulfonic acid dimethylamide CN(S(=O)(=O)N1C=CC=2C1=NC=C1CN(C(N(C21)CC)=O)C2=C(C(=CC(=C2F)OC)OC)F)C